The molecule is a carboxyalkyl phosphate that is mevalonic acid phosphorylated at position 5. It has a role as a mouse metabolite. It is a carboxyalkyl phosphate and a primary alcohol. It derives from a mevalonic acid. It is a conjugate acid of a (R)-5-phosphonatomevalonate(3-). C[C@@](CCOP(=O)(O)O)(CC(=O)O)O